NC=1N=C(C2=C(N1)C=CN2CC2=C(C=C(C=C2)CN(C(OC(C)(C)C)=O)CCOCCOCCO)OC)NCCCCC tert-butyl N-[(4-{[2-amino-4-(pentylamino)-5H-pyrrolo[3,2-d]pyrimidin-5-yl]methyl}-3-methoxyphenyl)methyl]-N-{2-[2-(2-hydroxyethoxy)ethoxy]ethyl}carbamate